[Cl-].C(CCCCCCC\C=C/CCCCCCCC)OCC[N+](C)(CCOCCCCCCCC\C=C/CCCCCCCC)CCOCCCCCCCC\C=C/CCCCCCCC N,N,N-tri(oleyl-oxy-ethyl)-N-methyl-ammonium chloride